bromo-2,6-dimethyl-1-oxo-pyridin-1-ium BrC=1C([N+](C(=CC1)C)=O)C